tert-butyl (2-(2-(4-methyl-1,4-diazepan-1-yl)ethoxy)ethyl)carbamate CN1CCN(CCC1)CCOCCNC(OC(C)(C)C)=O